alpha-ketoisocaproic acid O=C(C(=O)O)CC(C)C